C(C)(=O)N1CC(C1)(F)COC1=NC2=C(C(=C(C=C2C(=N1)N1CC2CCC(C1)N2)C(F)(F)F)C2=CC=C(C=1SC(=C(C12)C#N)N)F)F 4-(2-((1-acetyl-3-fluoroazetidin-3-yl)methoxy)-4-(3,8-diazabicyclo[3.2.1]octan-3-yl)-8-fluoro-6-(trifluoromethyl)quinazolin-7-yl)-2-amino-7-fluorobenzo[b]thiophene-3-carbonitrile